10-(5-chloro-3-fluoro-pyridin-2-yl)-7-(4-methyl-benzyl)-2-oxa-7,10-diazadispiro[3.1.56.14]-dodecane-8,11-dione ClC=1C=C(C(=NC1)N1CC(N(C2(CC3(COC3)C2)C1=O)CC1=CC=C(C=C1)C)=O)F